NC=1NC(C=2N=CN(C2N1)[C@H]1O[C@H]([C@@H]([C@@H]1O)O)CO)=O 2-amino-9-[(2S,3S,4R,5S)-3,4-dihydroxy-5-(hydroxymethyl)oxolane-2-yl]-6,9-dihydro-1H-purin-6-one